C1(=CC=CC=C1)C=CC=CC=CC1=CC=CC=C1 1,6-Diphenylhexatriene